CN1C=2C(NC(=NC2NCC1CN(C1=CC=C(C(N[C@@H](CCC(=O)O)C(=O)O)=O)C=C1)C)N)=O 5,10-dimethyltetrahydrofolic acid